C1(CCCCC1)[C@@H](C(=O)NC1=CC=C(C=C1)C=1C(=NNC1CO)C)NC(OC(C)(C)C)=O tert-butyl N-[(1S)-1-cyclohexyl-2-[4-[5-(hydroxymethyl)-3-methyl-1H-pyrazol-4-yl]anilino]-2-oxo-ethyl]carbamate